6-[3-[1-[(6-chloro-8-iodo-quinazolin-4-yl)amino]ethyl]pyrazin-2-yl]pyrimidine-4-carboxamide ClC=1C=C2C(=NC=NC2=C(C1)I)NC(C)C=1C(=NC=CN1)C1=CC(=NC=N1)C(=O)N